FC(C1=CC=C(C=C1)C1=CC(=CC=C1)C(=O)[O-])(F)F 4'-(trifluoromethyl)-(1,1'-Biphenyl)-3-carboxylate